CC1=C(C(=CC(=C1)C)C)S(=O)(=O)C=CC#N 3-[(2,4,6-trimethylphenyl)sulfonyl]-2-propenenitrile